COCCOCCCN[C@H](C)C1=CC=C(C(=O)NC2=CC=NC=C2)C=C1 (R)-4-(1-((3-(2-Methoxyethoxy)propyl)amino)ethyl)-N-(pyridin-4-yl)benzamide